(S)-9-(2,4-difluorobenzyl)-4-ethyl-2-methyl-1-oxa-4,9-diazaspiro[5.5]undecan-3-one FC1=C(CN2CCC3(CN(C([C@@H](O3)C)=O)CC)CC2)C=CC(=C1)F